4,4,5,5-tetramethyl-2-(4-(N-cyclopropyl-S-methylsulphonimidoyl)phenyl)-1,3,2-dioxaborolan CC1(OB(OC1(C)C)C1=CC=C(C=C1)S(=O)(=NC1CC1)C)C